3-(4,5-dichloro-6-oxo-pyridazin-1-yl)propanoic acid ClC=1C=NN(C(C1Cl)=O)CCC(=O)O